((Z)-[1-Benzyl-4-(2,5-difluorophenyl)-1H-pyrrol-2-yl]methylene)-2-methylpropane-2-sulfinamide C(C1=CC=CC=C1)N1C(=CC(=C1)C1=C(C=CC(=C1)F)F)\C=C/C(C)(S(=O)N)C